FC1=C(OC2=C(C(=O)N)C=CC=N2)C=CC(=C1)CC(=O)NC1=NC2=C(N1CC(F)(F)F)C=CC(=C2)C=2C=NN(C2)C 2-(2-fluoro-4-(2-((5-(1-methyl-1H-pyrazol-4-yl)-1-(2,2,2-trifluoroethyl)-1H-benzo[d]imidazol-2-yl)amino)-2-oxoethyl)phenoxy)nicotinamide